OC1(CCCCC1)CNC(=O)C=1C=C(C=2N(N1)C=CC2)CC2=CC=C(C=C2)Cl N-[1-Hydroxy-cyclohexylmethyl]4-(4-chlorobenzyl)-pyrrolo[1,2-b]pyridazin-2-carboxamid